trans-4-((2-(1-(phenylsulfonyl)indolin-5-yl)cyclopropylamino)methyl)piperidine-4-carboxylic acid C1(=CC=CC=C1)S(=O)(=O)N1CCC2=CC(=CC=C12)[C@H]1[C@@H](C1)NCC1(CCNCC1)C(=O)O